NC1CC2=CC=CC=C2C=C1 2-amino-1,2-dihydronaphthalene